tert-butyl (2S)-4-((3-methyloxetan-3-yl) amino)-2-phenylpiperidine-1-carboxylate CC1(COC1)NC1C[C@H](N(CC1)C(=O)OC(C)(C)C)C1=CC=CC=C1